((S)-1-amino-3-(3-fluorophenyl)propan-2-yl)-2-fluoro-5-((R)-5-methyl-7-oxo-5,6,7,8-tetrahydropyrido[2,3-d]pyrimidin-4-yl)benzamide NC[C@@H](CC1=CC(=CC=C1)F)C=1C(=C(C(=O)N)C=C(C1)C=1C2=C(N=CN1)NC(C[C@H]2C)=O)F